4-[(1S,3S)-2,2-dimethyl-3-{5-[1-(pyrazin-2-yl)cyclopropyl]-1,2,4-oxadiazol-3-yl}cyclopropyl]benzenesulfonamide CC1([C@H]([C@@H]1C1=NOC(=N1)C1(CC1)C1=NC=CN=C1)C1=CC=C(C=C1)S(=O)(=O)N)C